BrC1=NC=CC(=C1)OC 2-bromo-4-methyloxypyridine